4-(1-ethyl-3-(pyridin-3-yl)-1H-pyrazol-4-yl)-2-(methylthio)pyrimidine C(C)N1N=C(C(=C1)C1=NC(=NC=C1)SC)C=1C=NC=CC1